CC(CC(C)=O)=O.CC(CC(C)=O)=O.CC(CC(C)=O)=O.CC(CC(C)=O)=O.[Ti+4] titanium (IV) tetra(2,4-pentanedione)